3-[(4-chlorophenyl)methyl]-1-[4-[(1S)-1-methanesulfonylethyl]phenyl]urea ClC1=CC=C(C=C1)CNC(NC1=CC=C(C=C1)[C@H](C)S(=O)(=O)C)=O